COC1=CC=C(C=C1)C1CC(=NN1C(CC)=O)C=1C(NC2=NC=CC=C2C1C)=O 3-(5-(4-methoxyphenyl)-1-propionyl-4,5-dihydro-1H-pyrazol-3-yl)-4-methyl-1,8-naphthyridin-2(1H)-one